O=C1NC=2C(=CC=C3C=NNC23)OC[C@@H]1NC(O)=O.ClC1=C(C(=CC=C1)Cl)C=CCC1=CC=C(C=C1)C 3-(2,6-dichlorophenyl)-1-(4-methylphenyl)propan-2-en (S)-(9-oxo-7,8,9,10-tetrahydro-1H-[1,4]oxazepino[2,3-g]indazol-8-yl)carbamate